thiophene-3-yl-acetyl chloride S1C=C(C=C1)CC(=O)Cl